3-(4-(difluoromethoxy)-3-fluorophenoxy)-N-(3-(methylsulfonyl)phenyl)-6-(trifluoromethyl)pyridazine-4-carboxamide FC(OC1=C(C=C(OC=2N=NC(=CC2C(=O)NC2=CC(=CC=C2)S(=O)(=O)C)C(F)(F)F)C=C1)F)F